C(C)N(C(\C=C\C1=C(N=C2N1C=CC=C2)C2=CC=CC=C2)=O)CC (E)-N,N-diethyl-3-(2-phenylimidazo[1,2-a]pyridin-3-yl)acrylamide